N1=C(C=C2N1CCCNC2)C(=O)OC methyl 5,6,7,8-tetrahydro-4H-pyrazolo[1,5-a][1,4]diazepine-2-carboxylate